butyl-(hex-5-en-1-yloxy)dimethylsilane hydroxypropylacrylate OCCCOC(C=C)=O.C(CCC)[Si](C)(C)OCCCCC=C